N[C@@H](CO)C(=O)O.N[C@@H](CC(C)C)CO leucinol-serine